C1(CC1)CN1[C@H]2[C@@]3(CCC([C@H]4[C@@]3(C=3C(=C(C=CC3C2)O)O4)CC1)=O)O 17-(cyclopropylmethyl)-4,5α-epoxy-3,14-dihydroxy-morphinan-6-one